C(C)(=O)C=1C(C(=C(NC1C)C)C(CC1=CC=CC=C1)=O)C=1C2=C(SC1)C=CC=C2 1-(5-Acetyl-4-(benzo[b]thiophen-3-yl)-2,6-dimethyl-1,4-dihydropyridin-3-yl)-2-phenylethan-1-on